N1=CC=C(C=C1)/C=C/C(=O)OC methyl (E)-3-(pyridin-4-yl)acrylate